CN(C=1N=C(C(=NC1CC)C(=O)N)NC1=CC(=CC=C1)CCNC([C@H](C)N(C(C#CCN(C)C)=O)C)=O)C (S)-5-(dimethylamino)-3-((3-(2-(2-(4-(dimethylamino)-N-methylbut-2-ynamido)propanamido)ethyl)phenyl)amino)-6-ethylpyrazine-2-carboxamide